3,4-dihydroisoquinoline-2,3(1H)-dicarboxylic acid 2-tert-butyl 3-methyl ester COC(=O)C1N(CC2=CC=CC=C2C1)C(=O)OC(C)(C)C